FC1=C(C(=O)NC2CCN(CC2)C)C=C(C(=C1)NC1=NC=C(C(=N1)OC1=C2C(N(CC2=CC=C1)C)=O)C(F)(F)F)OC 2-Fluoro-5-methoxy-4-((4-((2-methyl-3-oxo-isoindolin-4-yl)oxy)-5-(trifluoromethyl)pyrimidin-2-yl)amino)-N-(1-methylpiperidin-4-yl)benzamide